tert-butyl((12-(2-((4-methoxybenzyl)oxy)ethyl)henicosyl)oxy)-diphenylsilane C(C)(C)(C)[Si](C1=CC=CC=C1)(C1=CC=CC=C1)OCCCCCCCCCCCC(CCCCCCCCC)CCOCC1=CC=C(C=C1)OC